3-(chloromethyl)isoxazole ClCC1=NOC=C1